1-(1-methylcyclopropyl)pyrazole-4-carboxamide CC1(CC1)N1N=CC(=C1)C(=O)N